ClC=1C=C(C=CC1OCCO)C(CCC=1N=C(OC1C(C)C)C1=C(C=C(C=C1)Cl)Cl)=O 1-(3-chloro-4-(2-hydroxyethoxy)phenyl)-3-(2-(2,4-dichlorophenyl)-5-isopropyloxazol-4-yl)propan-1-one